ClC1=C(C=C(C=C1N1[C@H](CN(CC1)CCOC)C)C#N)NC1=NC=2N(C(=N1)NC1CC1)N=CC2C#N 2-({2-chloro-5-cyano-3-[(2S)-4-(2-methoxyethyl)-2-methylpiperazin-1-yl]phenyl}amino)-4-(cyclopropylamino)pyrazolo[1,5-a][1,3,5]triazine-8-carbonitrile